COC1=CC=2N(C(=C1)C(F)(F)F)C(=NC2)C2CC(C2)(O)C 3-[7-methoxy-5-(trifluoromethyl)imidazo[1,5-a]pyridin-3-yl]-1-methyl-cyclobutanol